COC(=O)C=1C=C(C2=C(N=C(O2)C2=CC(=CC=C2)C2(CC(C2)C)C2=NN=CN2C)C1)C(F)(F)F 2-(3-((1s,3s)-3-methyl-1-(4-methyl-4H-1,2,4-triazol-3-yl)cyclobutyl)phenyl)-7-(trifluoromethyl)benzo[d]oxazole-5-carboxylic acid methyl ester